OC[C@H](C1=CC=CC=C1)NC1=CC(=NC=C1C1=NC(=NO1)C12CCN(CC1)CC2)NC2=NC=1C(C(NC(C1C=C2)=O)C)(C)C 2-((4-(((S)-2-hydroxy-1-phenylethyl)amino)-5-(3-(quinuclidin-4-yl)-1,2,4-oxadiazol-5-yl)pyridin-2-yl)amino)-7,8,8-trimethyl-7,8-dihydro-1,6-naphthyridin-5(6H)-one